C(#N)C1=CC(=C(C=C1F)C=1CCN(CC1)C(=O)OC(C)(C)C)F tert-butyl 4-(4-cyano-2,5-difluorophenyl)-3,6-dihydropyridine-1(2H)-carboxylate